FC=1C=NC(NC1)=O 5-fluoro-pyrimidinone